ClC1=CC(=C(C=C1)C1=NC(=CC=2N=C(N(C(C21)=O)C)C)N2CC(OCC2)C2=NC(=NC=C2)C)F 5-(4-chloro-2-fluoro-phenyl)-2,3-dimethyl-7-(2-(2-methyl-4-pyrimidinyl)-4-morpholinyl)pyrido[4,3-d]-pyrimidin-4(3H)-one